N-((2-(2,6-dioxopiperidin-3-yl)-1-oxoisoindolin-5-yl)methyl)-6-methylbenzo[b]thiophene-2-carboxamide O=C1NC(CCC1N1C(C2=CC=C(C=C2C1)CNC(=O)C1=CC2=C(S1)C=C(C=C2)C)=O)=O